N-((2-(Phenylsulfonamido)phenyl)carbamoyl)benzenesulfonamide C1(=CC=CC=C1)S(=O)(=O)NC1=C(C=CC=C1)NC(=O)NS(=O)(=O)C1=CC=CC=C1